OC1C(C(=O)OC1(CCCC)O)(O)C 3,4-dihydroxy-2-hydroxy-methyl-4-octanolactone